C(CCCCC=CCCCC=CCCCCCC)O octadeca-6,11-dien-1-ol